C1(CC1)C1=NC=NC(=C1C1=NC=C2C(=N1)N(N=C2)[C@@H](C)C2=CC=C(C=C2)C=2N(C=C(N2)C(F)(F)F)C)OC (S)-6-(4-cyclopropyl-6-methoxypyrimidin-5-yl)-1-(1-(4-(1-methyl-4-(trifluoromethyl)-1H-imidazol-2-yl)phenyl)ethyl)-1H-pyrazolo[3,4-d]pyrimidine